Methyl 6-((4-(5-methyl-2-((1-methyl-1H-pyrazol-4-yl)methyl)oxazol-4-yl)phenoxy)methyl)nicotinate CC1=C(N=C(O1)CC=1C=NN(C1)C)C1=CC=C(OCC2=NC=C(C(=O)OC)C=C2)C=C1